N-(1-(2-aminoethyl)-5-(5-chloro-2-methoxyphenyl)-1H-pyrazol-4-yl)pyrazolo[1,5-a]pyrimidine-3-carboxamide NCCN1N=CC(=C1C1=C(C=CC(=C1)Cl)OC)NC(=O)C=1C=NN2C1N=CC=C2